2-(dimethylethoxysilyl)-1-ethyl thioacetate C(C)(=S)OCC[Si](OCC)(C)C